FC=1C=C(COC=2C=C3C(C(=CNC3=CC2)C(=O)O)=O)C=CC1 6-((3-fluorobenzyl)oxy)-4-oxo-1,4-dihydroquinoline-3-carboxylic acid